(S)-3'-amino-1'-chloro-4'-oxo-6',7'-dihydro-4'H-spiro[cyclopentane-1,8'-pyrrolo[1,2-a]pyrazine]-6'-carboxylic acid NC1=NC(=C2N(C1=O)[C@@H](CC21CCCC1)C(=O)O)Cl